rel-tert-butyl (3S,4R)-3-(hydroxymethyl)-4-(pyridin-4-yl)pyrrolidine-1-carboxylate OC[C@@H]1CN(C[C@H]1C1=CC=NC=C1)C(=O)OC(C)(C)C |o1:2,6|